O=C1NC(C(NC1)=S)=O diketopiperazinethione